N[C@H](C(=O)O)[C@@H](C)SC (2R,3R)-2-Amino-3-(methylthio)butanoic acid